NC=1C(=CC(=C(C1)NC1=NC=C(C(=N1)N1CC(C2=NC(=CC=C21)C)(C)C)C(=O)OC(C)C)OC)N(CC)CCN(C)C isopropyl 2-((5-amino-4-((2-(dimethylamino)ethyl)(ethyl)amino)-2-methoxyphenyl)amino)-4-(3,3,5-trimethyl-2,3-dihydro-1H-pyrrolo[3,2-b]pyridin-1-yl)pyrimidine-5-carboxylate